C(CCCCC\C=C/CCC)(=O)Cl cis-7-undecenoyl chloride